NC1=NN2C(C=C(C=C2)C=2C=C(C(=NC2C)C)C(=O)NCC2=CC(=CC=C2)OC(F)(F)F)=N1 5-{2-amino-[1,2,4]triazolo[1,5-a]pyridin-7-yl}-2,6-dimethyl-N-{[3-(trifluoromethoxy)phenyl]methyl}pyridine-3-carboxamide